tert-butyl 5-amino-4-(5-(4-(chloromethyl)-5-methylpyridin-2-yl)-1-oxoisoindolin-2-yl)-5-oxopentanoate NC(C(CCC(=O)OC(C)(C)C)N1C(C2=CC=C(C=C2C1)C1=NC=C(C(=C1)CCl)C)=O)=O